5-(4-(6-(4-((5-(2-chloro-4-phenoxybenzoyl)-7H-pyrrolo[2,3-d]pyrimidin-4-yl)amino)piperidin-1-yl)hexyl)piperazin-1-yl)-2-(2,6-dioxopiperidin-3-yl)isoindoline-1,3-dione ClC1=C(C(=O)C2=CNC=3N=CN=C(C32)NC3CCN(CC3)CCCCCCN3CCN(CC3)C=3C=C2C(N(C(C2=CC3)=O)C3C(NC(CC3)=O)=O)=O)C=CC(=C1)OC1=CC=CC=C1